C(C1=CC=CC=C1)[C@H]1NC(OC1)=O (4R)-4-benzyl-oxazolidin-2-one